C1(CCC(N1C(C(=O)[O-])(CCCCCCCCC)SSC(C(=O)[O-])(CCCCCCCCC)N1C(CCC1=O)=O)=O)=O dithiobis(succinimidyl undecanoate)